methylpiperidineamine CC1N(CCCC1)N